CC1NC2CCN(C12)C(=O)[O-] 7-methyl-2,6-diazabicyclo[3.2.0]heptane-2-carboxylate